C(CCC)ON=O 1-Butylnitrit